C(C)OC(C)OC1C(C(CC=C1C)C)C 6-(1-ethoxyethoxy)-1,4,5-trimethyl-cyclohex-1-ene